benzyl (4S)-4-(trifluoromethyl)-1,2,3-oxathiazolidine-3-carboxylate FC([C@H]1N(SOC1)C(=O)OCC1=CC=CC=C1)(F)F